4-Chloro-7-((3aR,3bR,4aS,5R,5aS)-3b-((E)-2-iodoprop-1-en-1-yl)-2,2-dimethylhexahydrocyclopropa[3,4]cyclopenta[1,2-d][1,3]dioxol-5-yl)-7H-pyrrolo[2,3-d]pyrimidine ClC=1C2=C(N=CN1)N(C=C2)[C@@H]2[C@@H]1[C@]([C@@H]3[C@H]2OC(O3)(C)C)(C1)\C=C(/C)\I